(S)-2-(((benzyloxy)carbonyl)amino)-4-(N-methyl-2-nitrophenylsulfonamido)butanoic acid C(C1=CC=CC=C1)OC(=O)N[C@H](C(=O)O)CCN(S(=O)(=O)C1=C(C=CC=C1)[N+](=O)[O-])C